2-(2-aminoethyl)-N-[(3-fluoropyridin-2-yl)methyl]-1,3-thiazole NCCC1SC=CN1CC1=NC=CC=C1F